(Z)-2-amino-5-phosphonopent-3-enoic acid NC(C(=O)O)\C=C/CP(=O)(O)O